OCCNCCC#N 3-[(2-hydroxyethyl)amino]propionitrile